FC1(CC(C1)NC=1N=CC2=C(N1)NC=C2C=2C=CC=1N(C2)C=CN1)F N-(3,3-difluorocyclobutyl)-5-(imidazo[1,2-a]pyridin-6-yl)-7H-pyrrolo[2,3-d]pyrimidin-2-amine